benzyl (2-(1-(8-((2S,6S)-2,6-dimethylmorpholinyl)-6-(N-(3-methyloxetan-3-yl)sulfamoyl)imidazo[1,5-a]pyridine-3-carbonyl)-3-hydroxypyrrolidin-3-yl)ethyl)carbamate C[C@H]1CN(C[C@@H](O1)C)C=1C=2N(C=C(C1)S(NC1(COC1)C)(=O)=O)C(=NC2)C(=O)N2CC(CC2)(O)CCNC(OCC2=CC=CC=C2)=O